N1=C(C=NC=C1)C=CCO 3-Pyrazin-2-ylprop-2-en-1-ol